COC(C(C)(F)C1=C(C(=CC=C1)C#N)C)=O 2-(3-Cyano-2-methyl-phenyl)-2-fluoro-propionic acid methyl ester